1,8-diazaundec-7-ene NCCCCCC=NCCC